N1C(=NC2=C1C=CC=C2)C2=CC(=NN2CC2=CC=C(C=C2)OC)NC(=O)C2=CC=C(C=C2)N2CCN(CC2)CC(=O)OCC ethyl 2-[4-[4-[[5-(1H-benzimidazol-2-yl)-1-[(4-methoxyphenyl)methyl]pyrazol-3-yl]carbamoyl]phenyl]piperazin-1-yl]acetate